(2,6-difluoro-4-methylphenyl)methanol FC1=C(C(=CC(=C1)C)F)CO